1-(2,4,6-Trifluoro-phenyl)eth-an-1-one FC1=C(C(=CC(=C1)F)F)C(C)=O